O=C1NC(CCC1C1=NN(C2=C(C=CC=C12)N1CCC(CC1)CN1CC2N(C(C1)C2)C(=O)OC(C)(C)C)C)=O tert-butyl 3-((1-(3-(2,6-dioxopiperidin-3-yl)-1-methyl-1H-indazol-7-yl)piperidin-4-yl)methyl)-3,6-diazabicyclo[3.1.1]heptane-6-carboxylate